ClC1=C(C=CC(=C1)C(F)(F)F)C1=CC=C(C=C1)C(=O)N(C)C1=CC(=C(C=C1)O)NS(=O)(=O)C 2'-chloro-N-(4-hydroxy-3-(methylsulfonylamino)phenyl)-N-methyl-4'-(trifluoromethyl)-[1,1'-biphenyl]-4-carboxamide